5-bromo-N-(2-methoxypropyl)-2-nitro-aniline BrC=1C=CC(=C(NCC(C)OC)C1)[N+](=O)[O-]